((methanesulfonyl)methyl)azetidine CS(=O)(=O)CN1CCC1